2-Methyl-N-(3-(2-oxopropyl)-1,2,4-thiadiazol-5-yl)-5-(3-(trifluoromethyl)phenyl)thiophene-3-carboxamide CC=1SC(=CC1C(=O)NC1=NC(=NS1)CC(C)=O)C1=CC(=CC=C1)C(F)(F)F